4-(((R)-1-cyanoethyl)amino)-6-(3-cyanopyrrolo[1,2-b]pyridazin-7-yl)-N-((R)-2-fluoro-3-hydroxy-3-methylbutyl)nicotinamide mono-citrate salt C(CC(O)(C(=O)O)CC(=O)O)(=O)O.C(#N)[C@@H](C)NC1=CC(=NC=C1C(=O)NC[C@H](C(C)(C)O)F)C1=CC=C2N1N=CC(=C2)C#N